FC(S(=O)(=O)OC=1CCOC(C1)C1=CC(=NC=C1)C1CC1)(F)F [6-(2-cyclopropyl-4-pyridyl)-3,6-dihydro-2H-pyran-4-yl] trifluoromethanesulfonate